CNC(=O)NC=1C=NN2C1N=C(C=C2NC)NC2=CC=CC1=C2OCCN1C 1-methyl-3-(5-((4-methyl-3,4-dihydro-2H-benzo[b][1,4]oxazin-8-yl)amino)-7-(methylamino)pyrazolo[1,5-a]pyrimidin-3-yl)urea